C1C2(N=C3N1C1=CC=CC=C1CN3)COCC2 4,4',5,5'-tetrahydro-1'H,2H-spiro[furan-3,2'-imidazo[1,2-a]quinazoline]